2-(4-((2S,5R)-4-(2,3-Dihydroxy-2-methylpropanoyl)-2,5-dimethylpiperazin-1-yl)-5-iodo-7H-pyrrolo[2,3-d]pyrimidin-7-yl)isonicotinonitrile OC(C(=O)N1C[C@@H](N(C[C@H]1C)C=1C2=C(N=CN1)N(C=C2I)C=2C=C(C#N)C=CN2)C)(CO)C